ClC1=C(C=C(N=N1)N[C@H]1CNCCC1)C1CC1 (R)-3-((6-chloro-5-cyclopropylpyridazin-3-yl)amino)piperidin